FC(C(=O)O)(F)F.FC1(C(C12CCNCC2)C2=NSC(=C2)C2=C(C=C(C=C2)F)C(F)(F)F)F 1,1-Difluoro-2-{5-[4-fluoro-2-(trifluoromethyl)phenyl]isothiazol-3-yl}-6-azaspiro[2.5]octane trifluoroacetate salt